OCC(CNCCCCCCCC(=O)OC(CCCCCCCCF)CCCCCCCC)C 9-fluoro-1-octylnonyl 8-(3-hydroxy-2-methylpropylamino)octanoate